N,N'-bis[4-(bis(3-methylphenyl)amino)phenyl]-N,N'-diphenyl-[1,1'-biphenyl]-4,4-diamine CC=1C=C(C=CC1)N(C1=CC=C(C=C1)N(C1(CC=C(C=C1)C1=CC=CC=C1)N(C1=CC=CC=C1)C1=CC=C(C=C1)N(C1=CC(=CC=C1)C)C1=CC(=CC=C1)C)C1=CC=CC=C1)C1=CC(=CC=C1)C